B(Cl)(Cl)Cl Boron trichloride